NC1=C(C(=O)NC(C)C)C=C(C=N1)C1=C(C=C(C=C1)NC(C(O)C1=CC(=CC=C1)CC)=O)Cl 2-amino-5-(2-chloro-4-(2-(3-ethylphenyl)-2-hydroxyacetamido)phenyl)-N-isopropylnicotinamide